FC(CN1CC(N(CC1)CC1=C2C=CN(C2=C(C=C1OC)C)C(=O)OCCCC)C1=CC(=C(C=C1)C(=O)OC)OC1COC1)F Butyl 4-((4-(2,2-difluoroethyl)-2-(4-(methoxycarbonyl)-3-(oxetan-3-yloxy)phenyl)piperazin-1-yl)methyl)-5-methoxy-7-methyl-1H-indole-1-carboxylate